2-[(4-ethoxy-4-oxo-butyl)-[5-methyl-6-[(Z)-[3-(2-trimethylsilyl-ethoxymethyl)-1,3-benzothiazol-2-ylidene]amino]pyridazin-3-yl]amino]thiazole-4-carboxylic acid methyl ester COC(=O)C=1N=C(SC1)N(C=1N=NC(=C(C1)C)\N=C\1/SC2=C(N1COCC[Si](C)(C)C)C=CC=C2)CCCC(=O)OCC